C(C)(=O)OCCC(C\C=C(/CC=C(C)C)\C(C)C)C (E)-3,9-Dimethyl-6-isopropyl-5,8-decadienyl acetate